N12CCN(CCCN(CCN(CCC1)CC(=O)O)CC2)CC(=O)O 1,4,8,11-tetraazabicyclo[6.6.2]hexadecane-4,11-diacetic acid